2-Cyanoethyl ((R)-3-methyl-8-((E)-3-(methyl((3-methylbenzofuran-2-yl)methyl)amino)-3-oxoprop-1-en-1-yl)-4-oxo-2,3,4,5-tetrahydro-1H-pyrido[2,3-b][1,4]diazepin-3-yl) hydrogen phosphate P(=O)(OCCC#N)(O[C@@]1(CNC2=C(NC1=O)N=CC(=C2)\C=C\C(=O)N(CC=2OC1=C(C2C)C=CC=C1)C)C)O